N-(5-(2,3-Difluorophenyl)-6-(2,4-dimethoxybenzyl)-7-oxo-6,7-dihydro-5H-pyrrolo[3,4-b]pyridin-4-yl)benzo[b]thiophene-3-carboxamide FC1=C(C=CC=C1F)C1N(C(C2=NC=CC(=C21)NC(=O)C=2C1=C(SC2)C=CC=C1)=O)CC1=C(C=C(C=C1)OC)OC